N1C(=NC2=C1C=CC=C2)CN(CC#CCN)C2CCCC=1C=CC=NC21 N1-(1H-benzimidazol-2-ylmethyl)-N1-(5,6,7,8-tetrahydro-quinolin-8-yl)-but-2-yne-1,4-diamine